COC1=C(C2=C(C=N1)C=NN2C([2H])([2H])[2H])NS(=O)(=O)C=2C=NN(C2)C2=NC=CC(=C2)C(F)(F)F N-(6-methoxy-1-(methyl-d3)-1H-pyrazolo[4,3-c]pyridin-7-yl)-1-(4-(trifluoromethyl)pyridin-2-yl)-1H-pyrazole-4-sulfonamide